2-(4-bromophenyl)-5-phenyl-2H-tetrazole BrC1=CC=C(C=C1)N1N=C(N=N1)C1=CC=CC=C1